ClC1=C(CNC(=O)[C@H]2N(C(CC2)=O)C(=O)NC(C)C)C=CC(=C1)Cl (S)-N2-(2,4-dichlorobenzyl)-5-oxo-N1-(prop-2-yl)pyrrolidine-1,2-dicarboxamide